(P)-(S)-1-(5-fluoro-2-methoxy-4-((1,1,1-trifluoropropan-2-yl)oxy)phenyl)-N-(isoxazol-3-yl)-2-oxo-1,2-dihydroquinoline-6-sulfonamide FC=1C(=CC(=C(C1)N1C(C=CC2=CC(=CC=C12)S(=O)(=O)NC1=NOC=C1)=O)OC)O[C@H](C(F)(F)F)C